4-(2-(tert-butyl)-4-methyl-8-(4-((4-(methylsulfonyl)piperidin-1-yl)methyl)phenyl)-3-oxo-2,3,4,7-tetrahydro-1H-pyrrolo[3',2':5,6]pyrido[3,4-d]pyrimidin-9-yl)-N-methylbenzenesulfonamide C(C)(C)(C)N1C(N(C2=C(C1)C1=C(N=C2)NC(=C1C1=CC=C(C=C1)S(=O)(=O)NC)C1=CC=C(C=C1)CN1CCC(CC1)S(=O)(=O)C)C)=O